C(C)OC(=O)C=1C=C2C(=CNC2=CC1)C=O 3-FORMYL-1H-INDOLE-5-CARBOXYLIC ACID ETHYL ESTER